4-(2-(((R)-((R and S)-3-oxo-1,2,3,4-tetrahydropyrazino[2,3-b]pyrazin-2-yl)(phenyl)methyl)amino)ethyl)benzonitrile O=C1NC=2C(=NC=CN2)N[C@@H]1[C@@H](C1=CC=CC=C1)NCCC1=CC=C(C#N)C=C1 |&1:10|